OC1=CC=C(C2=CC=CC=C12)C1(C2=CC=CC=C2C=2C=CC=CC12)C1=CC=C(C2=CC=CC=C12)O 9,9-bis(4-hydroxynaphthyl)fluorene